COC(=O)C=1C(=CC2=CN(N=C2C1)CCC(C)(C)O)NC(=O)C1=NC(=CC=C1)C 2-(3-hydroxy-3-methylbutyl)-5-{[(6-methylpyridin-2-yl)carbonyl]amino}-2H-indazole-6-carboxylic acid methyl ester